[(7aS)-2-(difluoromethylidene)-tetrahydro-1H-pyrrolizin-7a-yl]methanol FC(=C1C[C@@]2(CCCN2C1)CO)F